FC(CC)(F)C=1C=C(C=CC1)NC(=O)C1C(=NN(C1=O)C1=CC(=C(C=C1)OC)C1=NC(=CC=C1)C)C N-(3-(1,1-difluoropropyl)phenyl)-1-(4-methoxy-3-(6-methylpyridin-2-yl)phenyl)-3-methyl-5-oxo-4,5-dihydro-1H-pyrazole-4-carboxamide